CC=1C=C2C(=C(N1)C)SC=C2 5,7-dimethylthieno[2,3-c]pyridine